C1(C(CCC1)C(=O)N)C(=O)N cyclopentane-1,2-dicarboxamide